OCCC[Si](OC)(OC)OC γ-Hydroxypropyltrimethoxysilan